CC1(CC1)C(=O)N[C@@H]1[C@H](N(C(C1)=O)C=1C=C2C=NN(C2=CC1)C1=CC=C(C=C1)F)C1=CC(=CC=C1)F |r| 1-methyl-N-[rac-(2R,3S)-2-(3-fluorophenyl)-1-[1-(4-fluorophenyl)indazol-5-yl]-5-oxo-pyrrolidin-3-yl]-cyclopropanecarboxamide